1,2-di-methyl-4-nitrobenzene CC1=C(C=C(C=C1)[N+](=O)[O-])C